2-(2-bromo-4,5-difluorobenzyl)-5,6-difluoro-2,3-dihydro-1H-inden-1-one BrC1=C(CC2C(C3=CC(=C(C=C3C2)F)F)=O)C=C(C(=C1)F)F